8-bromo-2-cyclopropylpyrido[3,2-d]pyrimidine BrC1=CC=NC2=C1N=C(N=C2)C2CC2